NC=1C=2N(C3=C(N1)C=NC(=C3)C(=O)N3[C@@H]1[C@H](CCC3)OC3=C1C(=CC(=C3)C(F)(F)F)F)C=NC2 (4-aminoimidazo[1,5-a]pyrido[3,4-e]pyrazin-8-yl)((4aS,9bS)-9-fluoro-7-(trifluoromethyl)-3,4,4a,9b-tetrahydrobenzofuro[3,2-b]pyridin-1(2H)-yl)methanone